C(#N)C1=CC=C(C=2N1N=CC2)N2C[C@@]1(C[C@@]1(C2)C(F)(F)F)C2=NN=C(O2)C2(CCN(CC2)C(=O)OC(C)(C)C)F tert-butyl 4-(5-((1S,5R)-3-(7-cyanopyrazolo[1,5-a]pyridin-4-yl)-5-(trifluoromethyl)-3-azabicyclo[3.1.0]hexan-1-yl)-1,3,4-oxadiazol-2-yl)-4-fluoropiperidine-1-carboxylate